4-(isopropylamino)-N-(1-(methylsulfonyl)piperidin-4-yl)-6-(1H-pyrazol-4-yl)quinoline-3-carboxamide C(C)(C)NC1=C(C=NC2=CC=C(C=C12)C=1C=NNC1)C(=O)NC1CCN(CC1)S(=O)(=O)C